succinic acid mono-(4-ethoxy-4-oxo-butan-2-yl) ester C(C)OC(CC(C)OC(CCC(=O)O)=O)=O